1-[2-(cyclopropylamino)ethyl]-6-[3-(trifluoromethyl)phenyl]-3H-imidazo[4,5-b]pyridin-2-one C1(CC1)NCCN1C(NC2=NC=C(C=C21)C2=CC(=CC=C2)C(F)(F)F)=O